5-(2-(ethylsulfanyl)-4-(trifluoromethyl)phenyl)-1-methyl-2-(3,3,3-trifluoroprop-1-en-1-yl)-1H-imidazole C(C)SC1=C(C=CC(=C1)C(F)(F)F)C1=CN=C(N1C)C=CC(F)(F)F